(R,E)-1-(8-(3-((5-chloropyrimidin-2-yl)amino)pyrrolidine-1-carbonyl)-2H-benzo[b][1,4]oxazin-4(3H)-yl)-4-(dimethylamino)but-2-en-1-one ClC=1C=NC(=NC1)N[C@H]1CN(CC1)C(=O)C1=CC=CC2=C1OCCN2C(\C=C\CN(C)C)=O